4-amino-N,3-dimethyl-N-((1S)-1-(5-(trifluoromethyl)-2-pyridinyl)ethyl)-3H-pyrazolo[3,4-c]quinoline-8-carboxamide NC1=NC=2C=CC(=CC2C2=C1N(N=C2)C)C(=O)N([C@@H](C)C2=NC=C(C=C2)C(F)(F)F)C